3,4-diamino-3-cyclobutene NC=1CCC1N